6-[1-(2,2-difluoroethyl)-1H-pyrazolo[3,4-b]pyrazin-6-yl]-2-[6-(trifluoromethyl)pyridazin-3-yl]-2,6-diazaspiro[3.4]octane FC(CN1N=CC=2C1=NC(=CN2)N2CC1(CN(C1)C=1N=NC(=CC1)C(F)(F)F)CC2)F